C(OCC(=O)N(CC)CC)(OC1=CC=C(C=C1)[N+](=O)[O-])=O [2-(Diethylamino)-2-oxo-ethyl] (4-nitrophenyl) carbonate